(R)-1-(6-chloroquinolin-2-yl)-N-((1R,2R)-1-(2,3-dihydrobenzo[b][1,4]dioxin-6-yl)-1-hydroxy-3-(pyrrolidin-1-yl)propan-2-yl)pyrrolidine-3-carboxamide ClC=1C=C2C=CC(=NC2=CC1)N1C[C@@H](CC1)C(=O)N[C@@H]([C@H](O)C1=CC2=C(OCCO2)C=C1)CN1CCCC1